Methyl (S,E)-5-((tert-butyldimethylsilyl)oxy)-8-(2-((R,E)-3-((tert-butyldimethylsilyl)oxy)pent-1-en-1-yl)phenyl)oct-6-enoate [Si](C)(C)(C(C)(C)C)O[C@@H](CCCC(=O)OC)\C=C\CC1=C(C=CC=C1)\C=C\[C@@H](CC)O[Si](C)(C)C(C)(C)C